methyl 4-((3,4-difluorophenyl)ethynyl)benzoate FC=1C=C(C=CC1F)C#CC1=CC=C(C(=O)OC)C=C1